NC1=CC(=C(C=C1F)C=1C=C2CCN(C(C2=CC1)=O)C)Cl 6-(4-amino-2-chloro-5-fluorophenyl)-2-methyl-3,4-dihydroisoquinolin-1(2H)-one